(S)-isopropyl 2-aminopropionate hydrochloride Cl.N[C@H](C(=O)OC(C)C)C